(4-(pyridin-4-ylmethyl)phenyl)carbamic acid tert-butyl ester C(C)(C)(C)OC(NC1=CC=C(C=C1)CC1=CC=NC=C1)=O